7-Fluoro-4-(3-(methylsulfonyl)phenyl)-2-phenyl-phthalazin-1(2H)-one FC1=CC=C2C(=NN(C(C2=C1)=O)C1=CC=CC=C1)C1=CC(=CC=C1)S(=O)(=O)C